FC=1C=C(C=C(C1)F)[C@@H]1CC=2N(C(NC2CC(=O)OCC)=S)C1 (S)-ethyl 2-(6-(3,5-difluorophenyl)-3-thioxo-3,5,6,7-tetrahydro-2H-pyrrolo[1,2-c]imidazol-1-yl)acetate